((((1s,3s,6r)-6-(5-fluoropyrimidin-2-yl)bicyclo[4.1.0]hept-3-yl)oxy)methyl)-5-methylpyrrolidine-1-carboxylic acid isopropyl ester C(C)(C)OC(=O)N1C(CCC1C)CO[C@@H]1C[C@@H]2C[C@@]2(CC1)C1=NC=C(C=N1)F